2-(5-(8-(2-(3-(6-azabicyclo[3.2.0]heptan-6-yl)prop-1-yn-1-yl)pyridin-4-yl)-3,8-diazabicyclo[3.2.1]octan-3-yl)-6-aminopyridazin-3-yl)phenol C12CCCC2N(C1)CC#CC1=NC=CC(=C1)N1C2CN(CC1CC2)C=2C=C(N=NC2N)C2=C(C=CC=C2)O